CO[C@H]1[C@@H](O[C@@H]([C@H]1O)CO)N1C(=O)N=C(N)C(=C1)CO O-methyl-5-hydroxymethylcytidine